OC(C)C1=CC=CC(=N1)C(=C)C1=NNC=2N=CNC(C21)=O 3-(1-(6-(1-hydroxyethyl)pyridin-2-yl)vinyl)-1,5-dihydro-4H-pyrazolo[3,4-d]pyrimidin-4-one